3,5-dichlorophenyl-sodium ClC=1C=C(C=C(C1)Cl)[Na]